CC=1C=C(OC(=O)CC2C3C=CC(C2)C3)C=CC1C 5-(3,4-dimethylphenoxycarbonyl-methyl)-bicyclo[2.2.1]Hept-2-ene